CC1=C(N=C(O1)[C@@H]1CC[C@H](CC1)C=1NC(=NC(C1C(=O)OC)C1=C(C(=C(C=C1)F)F)Cl)C=1SC=CN1)C(=O)O.S(=O)(=O)(O)OC([C@@H](N)CC1=CC=CC=C1)=O O-sulfophenylalanine (trans)-Methyl-2-(4-(6-(2-chloro-3,4-difluorophenyl)-5-(methoxycarbonyl)-2-(thiazol-2-yl)-3,6-dihydropyrimidin-4-yl)cyclohexyl)oxazole-4-carboxylate